C1(=CC=CC=C1)C1=C2CCN(C2=CC=C1)C(=O)[C@H]1N(CCC1)C#N (S)-2-(4-phenylindoline-1-carbonyl)pyrrolidine-1-carbonitrile